CC1=CC(=C(C(=C1)C(C)(C)C)O)C(C)(C)C DIBUTYLHYDROXYTOLUENE